CC=1C=CC=C2C(NC(=NC12)CSC1CNCCC1)=O 8-methyl-2-((piperidin-3-ylthio)methyl)quinazolin-4(3H)-one